1-[(1S)-1-[(4-benzyloxyphenyl)methyl]-2-ethoxy-ethyl]Imidazo[4,5-c]Quinolin-4-amine C(C1=CC=CC=C1)OC1=CC=C(C=C1)C[C@@H](COCC)N1C=NC=2C(=NC=3C=CC=CC3C21)N